COC1=CC=C(CN2C(C3(C=4C2=NC=CC4)CC4=C(SC(=C4)C(=O)OCC)CC3)=O)C=C1 Ethyl 1'-(4-methoxybenzyl)-2'-oxo-1',2',6,7-tetrahydro-4H-spiro[benzo[b]thiophene-5,3'-pyrrolo[2,3-b]pyridine]-2-carboxylate